[(2E)-3-(furan-2-yl)-2-methylprop-2-en-1-ylidene]-L-arginine O1C(=CC=C1)/C=C(/C=N[C@@H](CCCNC(N)=N)C(=O)O)\C